1-(2-hydroxyethyl)-4-(2-hydroxypropyl)piperazine OCCN1CCN(CC1)CC(C)O